(R)-N-(6-(2-chloro-5-fluorophenyl)-2-methyl-8-oxo-3-(2,2,2-trifluoroethyl)-2,6,7,8-tetrahydropyrrolo[3,4-g]indazol-5-yl)-3-fluoro-5-(trifluoromethyl)benzamide ClC1=C(C=C(C=C1)F)[C@@H]1NC(C2=C1C(=CC1=C(N(N=C21)C)CC(F)(F)F)NC(C2=CC(=CC(=C2)C(F)(F)F)F)=O)=O